3-[2-(trifluoromethyl)-4'-(methylthio)benzhydryloxy]-N-(iso-propyl)azetidine-1-carboxamide FC(C1=C(C(C2=CC=C(C=C2)SC)OC2CN(C2)C(=O)NC(C)C)C=CC=C1)(F)F